C(=O)(OC(C)(C)C)NCCS(=O)(=O)[O-].C(CCC)[N+](CCCC)(CCCC)CCCC tetrabutylammonium N-Boctaurate